tert-butyl 2-((6-chloro-3-(methylcarbamoyl)pyridazin-4-ylamino)methyl)pyrrolidine-1-carboxylate ClC1=CC(=C(N=N1)C(NC)=O)NCC1N(CCC1)C(=O)OC(C)(C)C